4,7,10,13,17-pentaoxo-16-oxa-3,6,9,12-tetraazanonadec-18-enoate O=C(NCC(=O)[O-])CNC(CNC(CNC(CCOC(C=C)=O)=O)=O)=O